C1(=CC=CC2=CC=CC=C12)C1=CC2=C(C3=CC=CC=C3C(=C2C=C1)C1=CC=CC=C1)C1=CC2=CC=CC=C2C=C1 2-(1-naphthyl)-9-(2-naphthyl)-10-phenylanthracene